1-((2-methoxy-1,3-dioxolan-4-yl)methyl)-1H-pyrrole COC1OCC(O1)CN1C=CC=C1